Cl.COC1=CC=C2CCN[C@H](C2=C1)C1=C(SC=C1)C (R)-7-methoxy-1-(2-methylthiophene-3-yl)-1,2,3,4-tetrahydroisoquinoline hydrochloride